C(C)(C)(C)C=1C=C(C=C(C1OC)C(C)(C)C)P(C1=C(C(=CC=C1)OC)C1=C(C=CC=C1OC)P(C1=CC(=C(C(=C1)C(C)(C)C)OC)C(C)(C)C)C1=CC(=C(C(=C1)C(C)(C)C)OC)C(C)(C)C)C1=CC(=C(C(=C1)C(C)(C)C)OC)C(C)(C)C (R)-2,2'-bis[bis(3,5-di-tert-butyl-4-methoxyphenyl)phosphino]-6,6'-dimethoxy-1,1'-biphenyl